1-(1-(((7-(8-ethyl-7-fluoro-3-(methoxymethoxy)naphthalen-1-yl)-4-methoxy-5,6,7,8-tetrahydropyrido[3,4-d]pyrimidin-2-yl)oxy)methyl)cyclopropyl)-N,N-dimethylmethanamine C(C)C=1C(=CC=C2C=C(C=C(C12)N1CC=2N=C(N=C(C2CC1)OC)OCC1(CC1)CN(C)C)OCOC)F